CS(=O)(=O)OCCC1=CN(C(O1)=O)C1=NC2=C(OCC(N2COCC[Si](C)(C)C)=O)N=C1 2-[2-Oxo-3-[3-oxo-4-(2-trimethylsilylethoxymethyl)pyrazino[2,3-b][1,4]oxazin-6-yl]-1,3-oxazol-5-yl]ethyl methanesulfonate